BrC=1C=C(C(=NC1)C#N)C(F)(F)F 5-bromo-3-(trifluoromethyl)cyanopyridine